NC=1NC(C=C(N1)C1C(C1)(C)C)=O 2-amino-4-(2,2-dimethylcyclopropyl)-1H-pyrimidin-6-one